(R)-1-((2-(2'-chloro-2-methyl-3'-(pyrido[3,4-b]pyrazin-8-ylamino)biphenyl-3-yl)-7-cyanobenzo[d]oxazol-5-yl)methyl)pyrrolidine-3-carboxylic acid ClC1=C(C=CC=C1NC1=CN=CC2=NC=CN=C21)C2=C(C(=CC=C2)C=2OC1=C(N2)C=C(C=C1C#N)CN1C[C@@H](CC1)C(=O)O)C